6-methyl-4-[(1-methylcyclopropyl)amino]-N-[1-(pyridin-2-ylmethyl)-1H-pyrazol-4-yl]furo[2,3-d]pyrimidine-5-carboxamide CC1=C(C2=C(N=CN=C2NC2(CC2)C)O1)C(=O)NC=1C=NN(C1)CC1=NC=CC=C1